methyl 4-(2-{5-chloro-2-oxo-1,2-dihydrospiro[indole-3,4'-piperidin]-1'-yl}ethoxy)-2-(difluoromethyl)benzoate ClC=1C=C2C(=CC1)NC(C21CCN(CC1)CCOC1=CC(=C(C(=O)OC)C=C1)C(F)F)=O